4-[(2R)-3-(3,4-dihydro-1H-isoquinolin-2-yl)-2-hydroxy-propyl]-1-methyl-8-[(1-methylpyrrolidine-3-yl)methoxy]-2,3-dihydro-1,4-benzodiazepin-5-one C1N(CCC2=CC=CC=C12)C[C@H](CN1CCN(C2=C(C1=O)C=CC(=C2)OCC2CN(CC2)C)C)O